4-(1,1-difluoroethyl)-2-(4-iodopyrazol-1-yl)pyridine FC(C)(F)C1=CC(=NC=C1)N1N=CC(=C1)I